tert-butyl (S)-(1-amino-3-(4-carbamoyl-2,6-dimethylphenyl)propan-2-yl)carbamate NC[C@H](CC1=C(C=C(C=C1C)C(N)=O)C)NC(OC(C)(C)C)=O